3-(5-(3-amino-7-(pyrrolidin-1-ylmethyl)-1H-pyrazolo[4,3-b]pyridin-5-yl)-1-oxoisoindolin-2-yl)piperidine-2,6-dione NC1=NNC=2C1=NC(=CC2CN2CCCC2)C=2C=C1CN(C(C1=CC2)=O)C2C(NC(CC2)=O)=O